CC=1CCCC(C1)C=1C(=C(C(=CC1O)CCCCC)C1=CN=CS1)O 5'-methyl-4-pentyl-3-(thiazol-5-yl)-1',2',3',4'-tetrahydro-[1,1'-biphenyl]-2,6-diol